2-[bis-(4-diethylamino-phenyl)-methyl]-benzene-1,4-disulfonic acid C(C)N(C1=CC=C(C=C1)C(C1=C(C=CC(=C1)S(=O)(=O)O)S(=O)(=O)O)C1=CC=C(C=C1)N(CC)CC)CC